ClC=1C(=CC(=C(C(=O)NC2=CC=NC=C2)C1)OC1=C(C=C(C=C1)F)C)C(F)(F)F 4-(5-chloro-2-(4-fluoro-2-methylphenoxy)-4-(trifluoromethyl)benzamido)pyridine